(3R,9S*)-N-(3-Cyano-4-fluorophenyl)-11,11-difluoro-9-(fluoromethyl)-9-hydroxy-3-methyl-3,4,8,9,10,11-hexahydro-1H-pyrido[4',3':3,4]pyrazolo[1,5-a]azepine-2(7H)-carboxamide C(#N)C=1C=C(C=CC1F)NC(=O)N1CC=2C(=NN3C2C(C[C@](CC3)(O)CF)(F)F)C[C@H]1C |o1:21|